{2-[(2-hydroxyethyl)amino]ethyl(amino)phenyl}-8-ethyl-4-fluoro-15-methyl-6,8,10-triazatricyclo[9.4.0.02,7]pentadeca-1(11),2(7),3,5,12,14-hexaen-9-one OCCNCCC=1C(=C(C=CC1)C=1C=2C=3C(=CC=CC3NC(N(C2N=CC1F)CC)=O)C)N